FC=1C=C(C=CC1)C=1N=C(SC1C1=CC=C(C=C1)OC1=C2N=CN(C2=NC=N1)CC(C)C)N (3-fluorophenyl)-5-(4-((9-isobutyl-9H-purin-6-yl)oxy)phenyl)thiazol-2-amine